COC=1C=C(C(=CC1)C(=O)C1=CC=C(C=C1)C)[O-] 3-methoxy-6-[(4-methylphenyl)carbonyl]phenolate